3-(4-bromo-2-chloro-anilino)propionic acid BrC1=CC(=C(NCCC(=O)O)C=C1)Cl